C1C(C[C@H](C([C@@H]1OC(=O)/C=C/C2=CC(=C(C=C2)O)O)OC(=O)/C=C/C3=CC(=C(C=C3)O)O)OC(=O)/C=C/C4=CC(=C(C=C4)O)O)(OC(=O)/C=C/C5=CC(=C(C=C5)O)O)C(=O)O The molecule is a cinnamate ester obtained by the formal condensation of hydroxy groups at positions 1, 3, 4 and 5 of (-)-quinic acid with the carboxy group of four molecules of trans-caffeic acid respectively. It has a role as a plant metabolite. It derives from a trans-caffeic acid and a (-)-quinic acid.